N,N-bis(3-methoxybenzyl)-5-(2-morpholinoethoxy)pyridin-2-amine COC=1C=C(CN(C2=NC=C(C=C2)OCCN2CCOCC2)CC2=CC(=CC=C2)OC)C=CC1